C(C)(C)(C)OC(=O)N1CC(CCC1)C1=C(C=CC(=C1)Br)C(=O)OC 3-(5-bromo-2-methoxycarbonyl-phenyl)piperidine-1-carboxylic acid tert-butyl ester